FC1=C(C(=C(C=C1F)F)F)OC(C1=CN=C(C=C1)[18F])=O 6-[18F]fluoronicotinic acid 2,3,5,6-tetrafluorophenyl ester